3-(2-Aminoethyl)phenol hydrobromide Br.NCCC=1C=C(C=CC1)O